Cl.Cl.N[C@@H]1C[C@H](CC1)NC1=C2C(=NC=3N1N=CC3Br)C3(CCCC3)C(C2)CC#N 2-(8-(((1S,3S)-3-aminocyclopentyl)amino)-3-bromo-6,7-dihydrospiro[cyclopenta[d]pyrazolo[1,5-a]pyrimidine-5,1'-cyclopentane]-6-yl)acetonitrile dihydrochloride